(R)-3-(2-(ethoxymethyl)-6-(prop-1-en-2-yl)pyrimidin-4-yl)-10-methyl-9,10,11,12-tetrahydro-8H-[1,4]diazepino[5',6':4,5]thieno[3,2-f]quinolin C(C)OCC1=NC(=CC(=N1)C1=NC=2C=CC3=C(C2C=C1)C1=C(S3)CN[C@@H](CN1)C)C(=C)C